C(#N)CCNC(CCC(=O)NC1CCN(CC1)C(C)C1=CC=CC2=CC=CC=C12)=O (2-((2-cyanoethyl)amino)-2-oxoethyl)-N-(1-(1-(naphthalen-1-yl)ethyl)piperidin-4-yl)acetamide